N1C=CC2=CC(=CC=C12)C=1C=C(NC1)C(=NN)C1=CC(=C(C(=C1)OC)OC)OC [4-(1H-indol-5-yl)-1H-pyrrol-2-yl](3,4,5-trimethoxyphenyl)methanone hydrazone